N1=C(N=CN=C1)C(C)=O 1-(1,3,5-triazin-2-yl)ethanone